COC=1C=CC=2C=3N(C=NC2C1)N=CN3 8-methoxy-[1,2,4]triazolo[1,5-c]quinazolin